(5-chloro-6-fluoro-7-(isopropylamino)-1H-indazol-4-yl)-N-(tetrahydrofurane-3-yl)imidazo[1,2-a]pyrazin-2-amine ClC=1C(=C2C=NNC2=C(C1F)NC(C)C)C1=C(N=C2N1C=CN=C2)NC2COCC2